N-((S)-6-amino-1-(((S)-1-(((S)-1-(((S)-6-amino-1-oxohexan-2-yl)amino)-1-oxopropan-2-yl)amino)-1-oxopropan-2-yl)amino)-1-oxohexan-2-yl)palmitamide NCCCC[C@@H](C(=O)N[C@H](C(=O)N[C@H](C(=O)N[C@H](C=O)CCCCN)C)C)NC(CCCCCCCCCCCCCCC)=O